N-[(1-methylethoxy)carbonyl]-L-valylamino-3-(4-chlorophenyl)-β-alanine methyl ester COC(CC(NNC([C@@H](NC(=O)OC(C)C)C(C)C)=O)C1=CC=C(C=C1)Cl)=O